benzyl ((3aR,5s,6aS)-2-((4-(difluoromethoxy)phenyl)sulfonyl)octahydrocyclopenta[c]pyrrol-5-yl)carbamate FC(OC1=CC=C(C=C1)S(=O)(=O)N1C[C@@H]2[C@H](C1)CC(C2)NC(OCC2=CC=CC=C2)=O)F